(diethylamino)coumarin-3-carboxylic acid ethyl ester C(C)OC(=O)C=1C(OC2=CC=CC=C2C1N(CC)CC)=O